3-methoxy-4-((3-(4-((1-(2-(4-methylpiperazin-1-yl)-2-oxoethyl)piperidin-4-yl)amino)-1-(2,2,2-trifluoroethyl)-1H-indol-2-yl)prop-2-yn-1-yl)amino)benzamide COC=1C=C(C(=O)N)C=CC1NCC#CC=1N(C2=CC=CC(=C2C1)NC1CCN(CC1)CC(=O)N1CCN(CC1)C)CC(F)(F)F